(S)-methyl 3-((1-((tert-butyldimethylsilyl)oxy)propan-2-yl)oxy)-5-(trifluoromethoxy)benzoate [Si](C)(C)(C(C)(C)C)OC[C@H](C)OC=1C=C(C(=O)OC)C=C(C1)OC(F)(F)F